FC1=CC=C(C=C1)N1CCN(CC1)OC (4-fluorophenyl)(4-methoxy)piperazin